(R)-N-((S)-1-(4-(4-fluoro-1H-pyrazol-1-yl)phenyl)ethyl)-2-methylpropan-2-sulfinamide FC=1C=NN(C1)C1=CC=C(C=C1)[C@H](C)N[S@](=O)C(C)(C)C